1-(3-(4-chloro-2-methyl-2H-indazole-5-yl)-4-cyano-1H-pyrazolo[3,4-d]pyrimidin-6-yl)-4-phenylpiperidin-4-ylcarbamate ClC=1C2=CN(N=C2C=CC1C1=NNC2=NC(=NC(=C21)C#N)N2CCC(CC2)(C2=CC=CC=C2)NC([O-])=O)C